8-(2-Chloro-3-(trifluoromethyl)phenyl)-9-(4-((1-(3-fluoropropyl)azetidin-3-yl)methyl)phenyl)-6,7-dihydro-5H-benzo[7]annulen ClC1=C(C=CC=C1C(F)(F)F)C=1CCCC2=C(C1C1=CC=C(C=C1)CC1CN(C1)CCCF)C=CC=C2